C(C)(C)(C)OC(N[C@@H](C[C@H]1C(NCC1)=O)C(C(=O)NCC1=CC=CC=C1)O)=O (S)-4-(benzylamino)-3-hydroxy-4-oxo-1-((S)-2-oxopyrrolidin-3-yl)butan-2-ylcarbamic acid tert-butyl ester